COC1=C(NCC#CC=2C=C(C3=C(N(C=N3)CC(F)(F)F)C2)C(=O)N[C@H]2[C@@H](CN(CC2)C(=O)OC(C)(C)C)C)C=CC(=C1)C(NC)=O tert-butyl (3R,4R)-4-[[6-[3-[2-methoxy-4-(methylcarbamoyl)anilino]prop-1-ynyl]-1-(2,2,2-trifluoroethyl)benzimidazole-4-carbonyl]amino]-3-methyl-piperidine-1-carboxylate